methyl 3-((3,3-diethyl-5-(4-fluorophenyl)-7-(methylsulfanyl)-1,1-dioxo-2,3,4,5-tetrahydro-1,5-benzothiazepin-8-yl) oxy)-2,2-dimethylpropionate C(C)C1(CS(C2=C(N(C1)C1=CC=C(C=C1)F)C=C(C(=C2)OCC(C(=O)OC)(C)C)SC)(=O)=O)CC